tert-Butyl (4-(1-(((5-carbamoyl-1,2,4-oxadiazol-3-yl)methyl)amino)-5-chloro-3-(ethylthio)-7,9-dihydrofuro[3,4-f]quinazolin-6-yl)-3-cyano-7-fluorobenzo[b]thiophen-2-yl)carbamate C(N)(=O)C1=NC(=NO1)CNC1=NC(=NC=2C(=C(C3=C(C12)COC3)C3=CC=C(C=1SC(=C(C13)C#N)NC(OC(C)(C)C)=O)F)Cl)SCC